FC=1C=CC2=C(C(=C(O2)C(CC)=NO)C)C1 1-(5-fluoro-3-methylbenzofuran-2-yl)propan-1-one oxime